NC1=NC=C(C2=C1C(=C(S2)C2=CC=C(C=C2)NC(C(=C)C)=O)C2=CC(=C(C=C2)OC2=NC=CC(=N2)C)F)C=2N(C=CN2)C N-(4-(4-amino-3-(3-fluoro-4-((4-methylpyrimidin-2-yl)oxy)phenyl)-7-(1-methyl-1H-imidazol-2-yl)thieno[3,2-c]pyridin-2-yl)phenyl)methacrylamide